FC=1C=C2C(NC=3C=CC=CC3C2=CC1)(C)CC(=O)OC Methyl 2-(8-fluoro-6-methyl-5,6-dihydrophenanthridin-6-yl)acetate